FC(C1(CC1)CC(C(=O)OC(C)C)C(=O)OC(C)C)(F)F diisopropyl 2-((1-(trifluoromethyl)cyclopropyl) methyl)malonate